2,3-dimethylmaleamic acid C/C(/C(=O)O)=C(/C(=O)N)\C